(R)-2'-(2,6-dioxopiperidin-3-yl)-5',7'-dihydro-1'H-spiro[azetidine-3,6'-cyclopenta[f]isoindole]-1',3'(2'H)-dione O=C1NC(CC[C@H]1N1C(C=2C=C3C(=CC2C1=O)CC1(C3)CNC1)=O)=O